(5S,8R)-N-([1,1'-biphenyl]-4-yl)-1-fluoro-6,7,8,9-tetrahydro-5H-5,8-epiminocyclohepta[c]pyridine-10-carboxamide C1(=CC=C(C=C1)NC(=O)N1[C@H]2CC[C@@H]1CC=1C(=NC=CC12)F)C1=CC=CC=C1